F\C(=C\C1=CC=CC=C1)\OC=1C=C(C=CC1)\C(\C)=N\OCC1=C(C=CC=C1)\C(\C(=O)NC)=N/OC (2E)-2-{2-[({[(1E)-1-(3-{[(E)-1-fluoro-2-phenylvinyl]oxy}phenyl)ethylidene]amino}oxy)methyl]phenyl}-2-(methoxy-imino)-N-methylacetamide